NC1=NC=2C(=CC=CC2C=2N1C=C(N2)C(=O)N2CCC1(CCCN(C1)C(=O)OC(C)(C)C)CC2)F tert-butyl 9-(5-amino-7-fluoroimidazo[1,2-c]quinazoline-2-carbonyl)-2,9-diazaspiro[5.5]undecane-2-carboxylate